C(CCCCCCCCCCC(=O)OO)(=O)OO diperoxy-dodecanedioic acid